3-(piperidin-1-ylmethyl)benzo[d]isoxazole N1(CCCCC1)CC1=NOC2=C1C=CC=C2